O=C1NC2=CC=CC=C2C=C1C(=O)O 2-oxo-1,2-dihydroquinoline-3-carboxylic acid